FC(C(=O)O)(F)F.COC1=CC(=CC2=CN(N=C12)C)C=1C=CC(=C(C1)O)C=1N=NC(=CC1)C1CN(C1)C 5-(7-methoxy-2-methyl-2H-indazol-5-yl)-2-[6-(1-methylazetidin-3-yl)pyridazin-3-yl]phenol trifluoroacetate salt